2,4-Bis(behenyl)benzyl-amine C(CCCCCCCCCCCCCCCCCCCCC)C1=C(CN)C=CC(=C1)CCCCCCCCCCCCCCCCCCCCCC